furo[3,2-d]isoxazole O1N=CC2=C1OC=C2